cyclohepta[d]imidazol-2-ol N1=C(N=C2C1=CC=CC=C2)O